2-chloro-7-ethyl-3-methoxy-11-oxo-6,7-dihydro-11H-benzo[f]pyrido[1,2-d][1,4]oxazepine-10-carboxylic acid ClC=1C(=CC2=C(C=3N(C(CO2)CC)C=C(C(C3)=O)C(=O)O)C1)OC